ClC1=NC=C(C(=C1)C1=C(N=NC(=C1)C)C(=O)O)OC 4-(2-chloro-5-methoxypyridin-4-yl)-6-methylpyridazine-3-carboxylic acid